(S)-2-((2-(4-(tert-butoxycarbonyl)piperazin-1-yl)ethyl)(methyl)amino)-3-methylbutanoic acid C(C)(C)(C)OC(=O)N1CCN(CC1)CCN([C@H](C(=O)O)C(C)C)C